Di[2H3]methylcarbonat C([2H])([2H])([2H])OC(OC([2H])([2H])[2H])=O